ClC1=CC(=C2C(=CN(C2=C1Cl)CCNS(=O)(=O)C)C=1C=NN(C1)C1OCCCC1)OCC#N N-[2-[6,7-Dichloro-4-(cyanomethoxy)-3-(1-tetrahydropyran-2-ylpyrazol-4-yl)indol-1-yl]ethyl]methanesulfonamide